(4-amino-1,2,5-oxadiazol-3-yl)[3-{[2-(4-chlorophenyl)imidazo[1,2-a]pyrimidin-3-yl]methyl}-8-oxa-3,10-diazabicyclo[4.3.1]dec-10-yl]methanone NC=1C(=NON1)C(=O)N1C2CN(CCC1COC2)CC2=C(N=C1N2C=CC=N1)C1=CC=C(C=C1)Cl